2-(tetrahydrofuran-2-yl)malonic acid diethyl ester C(C)OC(C(C(=O)OCC)C1OCCC1)=O